C1(CCCCCC1)NC=1C=2N(N=CC1C(=NC1=C(C=C(C=C1)O)CC)N)C=C(C2)C2=CC=CC=C2 4-(cycloheptylamino)-N'-(2-ethyl-4-hydroxy-phenyl)-6-phenyl-pyrrolo[1,2-b]pyridazine-3-carboxamidine